FC1=C(C=CC(=C1)F)C1=CN=C(S1)C(=O)O 5-(2,4-difluorophenyl)thiazole-2-carboxylic acid